NC(CC(=O)N1CCN2C(=NN=C2C1)C(F)(F)F)CC1=C(C=C(C(=C1)F)F)F 3-amino-1-[9-(trifluoromethyl)-1,4,7,8-tetrazabicyclo[4.3.0]nona-6,8-dien-4-yl]-4-(2,4,5-trifluorophenyl)butan-1-one